N-(2-(2-oxo-2,3-dihydro-1H-benzo[d]imidazol-1-yl)ethyl)-2-(4-(trifluoromethyl)phenyl)acetamide O=C1NC2=C(N1CCNC(CC1=CC=C(C=C1)C(F)(F)F)=O)C=CC=C2